4-((4-([1,2,4]triazolo[1,5-a]pyridin-7-yloxy)-2-methoxy-5-methylphenyl)amino)-6-((1-propenylpiperidin-4-yl)oxy)-7-methoxyquinoline-3-carbonitrile N=1C=NN2C1C=C(C=C2)OC2=CC(=C(C=C2C)NC2=C(C=NC1=CC(=C(C=C21)OC2CCN(CC2)C=CC)OC)C#N)OC